Isoquinoline-3-carboxylic acid (2H3)Methyl ester C([2H])([2H])([2H])OC(=O)C=1N=CC2=CC=CC=C2C1